tert-butyl 3-fluoro-3-(((1-((2-methylpyrimidin-5-yl)amino)isoquinolin-6-yl)oxy)methyl)azetidine-1-carboxylate FC1(CN(C1)C(=O)OC(C)(C)C)COC=1C=C2C=CN=C(C2=CC1)NC=1C=NC(=NC1)C